1-METHYLNAPHTHALENE-3-CARBOXALDEHYDE CC1=CC(=CC2=CC=CC=C12)C=O